(2-((6-(trifluoromethyl)pyridin-3-yl)amino)-3',6'-dihydro-[3,4'-bipyridin]-1'(2'H)-yl)prop-2-en-1-one FC(C1=CC=C(C=N1)NC1=NC=CC=C1C=1CCN(CC1)C(C=C)=O)(F)F